((5-fluoro-2,3-dihydrobenzofuran-4-yl)methyl)-8-(tetrahydro-2H-pyran-2-yl)-[1,2,4]triazolo[4,3-c]pyrimidin-5-amine FC=1C=CC2=C(CCO2)C1CC1=NN=C2N1C(=NC=C2C2OCCCC2)N